O=C1N(CC2=C(C=CC=C12)OCC1=CC=C(C=C1)CN1[C@@H](CCC1)C(F)(F)F)C1C(NC(CC1)=O)=O 3-(1-oxo-4-((4-(((S)-2-(trifluoromethyl)pyrrolidin-1-yl)methyl)benzyl)oxy)isoindolin-2-yl)piperidine-2,6-dione